N-Ethyl-5-fluoro-N-isopropyl-2-((4-(7-(((2S,5R)-5-((2-methoxyethyl)sulfonamido)tetrahydro-2H-pyran-2-yl)methyl)-2,7-diazaspiro[3.5]nonan-2-yl)pyrimidin-5-yl)oxy)benzamide C(C)N(C(C1=C(C=CC(=C1)F)OC=1C(=NC=NC1)N1CC2(C1)CCN(CC2)C[C@H]2OC[C@@H](CC2)NS(=O)(=O)CCOC)=O)C(C)C